C(CCCCCCCCCCCCCCC)(=O)OC[C@@H](OC(CCCCCCCCCCCCCCCOC(C=C)=O)=O)COP(=O)(O)OCC[N+](C)(C)C 1-palmitoyl-2-[16-(acryloyloxy)palmitoyl]-sn-glycero-3-phosphorylcholine